CC1=CC(=NC=2N=C(N=C(C21)N)NC2CCNCC2)C 5,7-dimethyl-N2-(piperidin-4-yl)pyrido[2,3-d]pyrimidine-2,4-diamine